tert-butyl 3-[4-(3-chloro-2-fluoro-anilino)-3-cyano-1,7-naphthyridin-6-yl]piperidine-1-carboxylate ClC=1C(=C(NC2=C(C=NC3=CN=C(C=C23)C2CN(CCC2)C(=O)OC(C)(C)C)C#N)C=CC1)F